ClC1=CC=C(C=C1)NC(NC1=CC(=CC=C1)C1=CC=NC=C1)=O 3-(4-chlorophenyl)-1-[3-(pyridin-4-yl)phenyl]Urea